1-(4-(5-((4-amino-2-(sec-butoxy)imidazo[2,1-f][1,2,4]triazin-7-yl)methyl)-3-methylpyridin-2-yl)piperazin-1-yl)-2-(dimethylamino)ethan-1-one NC1=NC(=NN2C1=NC=C2CC=2C=C(C(=NC2)N2CCN(CC2)C(CN(C)C)=O)C)OC(C)CC